NC1=NNC=2C1=NC(=CC2)C=2C=C(C=CC2)C#C[C@]2(C(N(CC2)C)=O)O (R)-3-[2-[3-(3-Amino-1H-pyrazolo[4,3-b]pyridin-5-yl)phenyl]ethynyl]-3-hydroxy-1-methyl-pyrrolidin-2-one